5-chloro-4-(2,2-dimethylmorpholin-4-yl)-2-(2-fluoro-4-pyridinyl)-1H-pyrimidin-6-one ClC1=C(N=C(NC1=O)C1=CC(=NC=C1)F)N1CC(OCC1)(C)C